tert-butyl 3-methyl-6-(((trifluoromethyl) sulfonyl) oxy)-3,4-dihydropyridine-1(2H)-carboxylate CC1CN(C(=CC1)OS(=O)(=O)C(F)(F)F)C(=O)OC(C)(C)C